N2-(1,4-dioxaspiro[4.5]decan-8-yl)-N4-(2,2,2-trifluoroethyl)pyridine-2,4,5-triamine O1CCOC12CCC(CC2)NC2=NC=C(C(=C2)NCC(F)(F)F)N